5-(((3-((2-chloro-3-(3-chloro-2-(3-methoxy-4-((((5-oxopyrrolidin-2-yl)methyl)amino)methyl)phenyl)pyridin-4-yl)phenyl)amino)-2-methoxybenzyl)amino)methyl)pyrrolidin-2-one ClC1=C(C=CC=C1C1=C(C(=NC=C1)C1=CC(=C(C=C1)CNCC1NC(CC1)=O)OC)Cl)NC=1C(=C(CNCC2CCC(N2)=O)C=CC1)OC